COC=1C=C(C(=O)NC2CC3(C2)CCN(CC3)C)C=CC1NC1=NC=C(C(=N1)CC1=C3C(N(C2(C3=CC=C1)CC2)C)=O)C(F)(F)F 3-methoxy-4-((4-((2'-methyl-3'-oxospiro[cyclopropan-1,1'-isoindoline]-4'-yl)methyl)-5-(trifluoromethyl)pyrimidin-2-yl)amino)-N-(7-methyl-7-azaspiro[3.5]non-2-yl)benzamide